ClC1=NC=2N(C(=C1)NC1=CC=3C4=C(C(N(C3C=C1)C)=O)OCC([C@@H](N4)C4CC4)(F)F)N=CC2C#N (S)-5-chloro-7-((2-cyclopropyl-3,3-difluoro-7-methyl-6-oxo-1,2,3,4,6,7-hexahydro-[1,4]oxazepino[2,3-c]quinolin-10-yl)amino)pyrazolo[1,5-a]pyrimidine-3-carbonitrile